CC1(C(C2=CC=C(C=C2C1)C1=CC(=CC=C1)OCCN1CCOCC1)NC(O[C@@H]1CN2CCC1CC2)=O)C (S)-quinuclidin-3-yl (2,2-dimethyl-5-(3-(2-morpholinoethoxy)phenyl)-2,3-dihydro-1H-inden-1-yl)carbamate